ClC1=C(C=CC=C1)C1=C(C=CC(=C1)OC)S(=O)(=O)N1CCC(CC1)(C(=O)N[C@H](C)\C=C/S(=O)(=O)C)OC (R,Z)-1-((2'-chloro-5-methoxy-[1,1'-biphenyl]-2-yl)sulfonyl)-4-methoxy-N-(4-(methylsulfonyl)but-3-en-2-yl)piperidine-4-carboxamide